4,6-dichloro-N-(5-chloro-1H-pyrrolo[3,2-b]pyridin-3-yl)-1H-benzo[d]imidazol-2-amine ClC1=CC(=CC=2NC(=NC21)NC2=CNC=1C2=NC(=CC1)Cl)Cl